ClC=1N=NC(=CC1C(C)(C)O)Cl 2-(3,6-Dichloropyridazin-4-yl)propan-2-ol